C(C)(C)(C)[Si](OCCCC(C)N(C1=CC=CC=C1)C1=CC=C(C=C1)O[Si](C)(C)C(C)(C)C)(C)C [4-(tert-butyl-dimethyl-silanyloxy)-1-methyl-butyl]-[4-(tert-butyl-dimethyl-silanyloxy)-phenyl]-phenyl-amine